N-((1-((dimethylamino)methyl)cyclopropyl)methyl)-4-(trifluoromethoxy)benzenesulfonamide CN(C)CC1(CC1)CNS(=O)(=O)C1=CC=C(C=C1)OC(F)(F)F